4-butyloxymethoxy-1-methylbutylmagnesium bromide C(CCC)OCOCCCC(C)[Mg]Br